3-cyano-1,2-phenylenediamine C(#N)C=1C(=C(C=CC1)N)N